N-(2-ethoxyethyl)-N-[2-(2-methoxyethoxy)ethyl]-N,N-dimethyl-ammonium bromide [Br-].C(C)OCC[N+](C)(C)CCOCCOC